Alpha-naphthyl acrylate C(C=C)(=O)OC1=CC=CC2=CC=CC=C12